3-isopropyl-5-(4-(1-((5-(2-methylpyridin-4-yl)thiazolo[5,4-b]pyridin-2-yl)oxy)ethyl)piperidin-1-yl)-1,2,4-oxadiazol C(C)(C)C1=NOC(=N1)N1CCC(CC1)C(C)OC=1SC2=NC(=CC=C2N1)C1=CC(=NC=C1)C